COC[C@@H](C)NC1=NC=CC(=C1)CN1C(N(C(C1(C)C)=O)C1=CC=C(C=C1)C(C#N)(C)C)=O (R)-2-(4-(3-((2-((1-methoxypropan-2-yl)amino)pyridin-4-yl)methyl)-4,4-dimethyl-2,5-dioxoimidazolidin-1-yl)phenyl)-2-methylpropanenitrile